tert-butyl 6-hydrazineylnicotinate N(N)C1=NC=C(C(=O)OC(C)(C)C)C=C1